monobenzyl-aminocaprolactam C(C1=CC=CC=C1)C1(C(=O)NCCCC1)N